FC=1C=C2C(N(C(N(C2=CC1O)CC1=CC=C(C(=O)NO)C=C1)=O)CCC1=CC(=CC=C1)C(F)(F)F)=O 4-((6-fluoro-7-hydroxy-2,4-dioxo-3-(3-(trifluoromethyl)phenethyl)-3,4-dihydroquinazolin-1(2H)-yl)methyl)-N-hydroxybenzamide